FC(C1=NC(=NO1)C1=CC=C(C=C1)N1N=CC(=C1)C(=O)N)(F)F 1-(4-(5-(trifluoromethyl)-1,2,4-oxadiazol-3-yl)phenyl)-1H-pyrazole-4-carboxamide